anthracenyl acrylate C(C=C)(=O)OC1=CC=CC2=CC3=CC=CC=C3C=C12